(2S,4r)-1-[(2S)-2-(4-cyclopropyl-triazol-1-yl)-3,3-dimethyl-butyryl]-N-[[1-[3-fluoro-5-(trifluoromethyl)phenyl]cyclopropyl]methyl]-4-hydroxy-pyrrolidine-2-carboxamide C1(CC1)C=1N=NN(C1)[C@H](C(=O)N1[C@@H](C[C@H](C1)O)C(=O)NCC1(CC1)C1=CC(=CC(=C1)C(F)(F)F)F)C(C)(C)C